2-((9-(3-butyl-3H-diazirin-3-yl)nonanoyl)oxy)-3-(stearoyloxy)propyl (2-(trimethylammonio)ethyl) phosphate P(=O)(OCC(COC(CCCCCCCCCCCCCCCCC)=O)OC(CCCCCCCCC1(N=N1)CCCC)=O)(OCC[N+](C)(C)C)[O-]